N-(3-chloro-5-(methylsulfonyl)phenyl)-5-(piperidine-1-carbonyl)-1-(pyridin-2-yl)-1H-pyrrole-3-carboxamide ClC=1C=C(C=C(C1)S(=O)(=O)C)NC(=O)C1=CN(C(=C1)C(=O)N1CCCCC1)C1=NC=CC=C1